COC1=C2C(=C3C(=CC(OC3=C1)=O)C)OCO2 4-methoxy-9-methyl-7-oxo-7H-[1,3]dioxolo[4,5-f]chromen